(4-cyclopropyl-6-methoxypyrimidin-5-yl)-8-(4-(1-methyl-4-(trifluoromethyl)-1H-imidazol-2-yl)benzyl)-[1,2,4]triazolo[1,5-a]pyrazine C1(CC1)C1=NC=NC(=C1C1=NN2C(C(=NC=C2)CC2=CC=C(C=C2)C=2N(C=C(N2)C(F)(F)F)C)=N1)OC